C(CCC)N(C1=C(C=C(C=C1)\C(=C/C(=O)OCC)\C)NC(=O)NC1=CC=C(C=C1)C)CCCC ethyl (Z)-3-(4-(dibutylamino)-3-(3-(p-tolyl)ureido)phenyl)but-2-enoate